4-((R)-1-((R)-1-(((S)-5-(3,5-difluorophenyl)-6,7-dihydro-5H-pyrrolo[1,2-a]imidazol-2-yl)amino)-1-oxopropan-2-yl)-4,4-difluoropiperidin-3-yl)pyridine 1-oxide FC=1C=C(C=C(C1)F)[C@@H]1CCC=2N1C=C(N2)NC([C@@H](C)N2C[C@H](C(CC2)(F)F)C2=CC=[N+](C=C2)[O-])=O